FC(=C1CN(CCC1)C1=NC(=CC(=C1)N)C)F 2-(3-(Difluoromethylene)piperidin-1-yl)-6-methylpyridin-4-amine